1-(2-bromo-3-hydroxy-6-methylpyridin-4-yl)ethan-1-one BrC1=NC(=CC(=C1O)C(C)=O)C